3-azabicyclo[3.2.1]Octane C12CNCC(CC1)C2